4-[1-aminoethyl]-2-{6-[5-ethyl-6,7-dihydro-5H-pyrrolo[2,1-c][1,2,4]triazol-3-yl]pyridin-2-yl}-6-[methyl(propan-2-yl)amino]-2,3-dihydro-1H-pyrrolo[3,4-c]pyridin-1-one NC(C)C1=NC(=CC2=C1CN(C2=O)C2=NC(=CC=C2)C=2N1C(=NN2)CCC1CC)N(C(C)C)C